3-(6-(tert-butyl)pyridin-3-yl)-1-((2-(isopropylamino)pyridin-4-yl)methyl)-5,5-dimethylimidazolidine-2,4-dione C(C)(C)(C)C1=CC=C(C=N1)N1C(N(C(C1=O)(C)C)CC1=CC(=NC=C1)NC(C)C)=O